CC1=CC=CC(=N1)C1=C(N=CN1)C=1C=C2C=C(C=NC2=CC1)C1=NC=CC(=N1)C(=O)O[C@H]1CNCC1 [(3R)-pyrrolidin-3-yl] 2-[6-[5-(6-methyl-2-pyridyl)-1H-imidazol-4-yl]-3-quinolyl]pyrimidine-4-carboxylate